FC(N1N=C(C=2CN(CCC21)C(=O)OC(C)(C)C)I)F tert-butyl 1-(difluoromethyl)-3-iodo-1,4,6,7-tetrahydro-5H-pyrazolo[4,3-c]pyridine-5-carboxylate